(2R)-2-(6-{5-chloro-2-[(oxan-4-yl)amino]pyrimidin-4-yl}-1-oxo-2,3-dihydro-1H-isoindol-2-yl)-N-[(1R)-1-[2-(methylamino)pyridin-4-yl]ethyl]propanamide ClC=1C(=NC(=NC1)NC1CCOCC1)C1=CC=C2CN(C(C2=C1)=O)[C@@H](C(=O)N[C@H](C)C1=CC(=NC=C1)NC)C